C(CCCCCCCCCCCCCCCCC)(=O)[O-].[In+3].OC(C)(C)C=1C=CC(=C(C1)C=1C2=C(C(N(C1)C)=O)N(C=C2)S(=O)(=O)C2=CC=C(C=C2)C)OC2CC1(CN(C1)CCC1CCNCC1)C2.C(CCCCCCCCCCCCCCCCC)(=O)[O-].C(CCCCCCCCCCCCCCCCC)(=O)[O-] 4-[5-(1-hydroxy-1-methyl-ethyl)-2-[[2-[2-(4-piperidyl)ethyl]-2-azaspiro[3.3]heptan-6-yl]oxy]phenyl]-6-methyl-1-(p-tolylsulfonyl)pyrrolo[2,3-c]pyridine-7-one Indium stearat